C[Si](CCOCN1N=CC=2N=CN=CC21)(C)C 1-((2-(trimethylsilyl)-ethoxy)methyl)-1H-pyrazolo[4,3-d]pyrimidine